4-Chloro-N,3-dimethyl-N-[(1S)-2-methyl-1-(piperidin-1-ylmethyl)propyl]benzamide ClC1=C(C=C(C(=O)N([C@@H](C(C)C)CN2CCCCC2)C)C=C1)C